C(=C)C1=CC(=C(C=C1)C=C)S(=O)(=O)O 1,4-divinylbenzene-3-sulfonic acid